FC(C(=O)NS(=O)(=O)C(F)(F)F)(F)F 2,2,2-trifluoro-N-(trifluoromethylsulfonyl)acetamide